CN(CCCC(=O)N(CCCCCCCC(=O)OCC(CCCCCCCC)CCCCCC)C(CCCCC=CC(=O)OCC(CCCCCCCC)CCCCCC)CCCCCCCCCC)C 2-hexyldecyl 8-[4-(dimethylamino)-N-{8-[(2-hexyldecyl)oxy]-8-oxooctyl}butanamido]octadecenoate